N-(3-bromo-5-(methylsulfonamido)phenyl)-3-(1H-pyrazol-1-yl)benzamide BrC=1C=C(C=C(C1)NS(=O)(=O)C)NC(C1=CC(=CC=C1)N1N=CC=C1)=O